C(C)(C)(C)OC(N[C@H]1COC2(C1)CCN(CC2)S(=O)(=O)C=2C=C1C=CC=NC1=CC2)=O ((R)-8-(quinolin-6-ylsulfonyl)-1-oxa-8-azaspiro[4.5]dec-3-yl)carbamic acid tert-butyl ester